CC1(OC2=CC(=C3C(=C2C2C1CCC(=C2)C)OC(OC3=O)C3=CC=CC=C3)CCCCC)C 8,8,11-trimethyl-5-pentyl-2-phenyl-8a,9,10,12a-tetrahydro-4H,8H-benzo[c][1,3]dioxino[4,5-f]chromen-4-one